2-(3'H-Spiro(cyclopropane-1,1'-isobenzofuran)-6'-yl)acetonitrile C12(OCC3=CC=C(C=C13)CC#N)CC2